NC1=C2CN(C(C2=CC=C1C1CCN(CC1)CC1=CC=CC=C1)=O)C1C(NC(CC1)=O)=O 3-(4-amino-5-(1-benzylpiperidin-4-yl)-1-oxoisoindolin-2-yl)piperidine-2,6-dione